CN(C1CCC2(CCN(CC2)C(=O)NC2=NN(C=C2)C)CC1)C=1C2=C(N=CN1)NC=C2 9-(Methyl(7H-pyrrolo[2,3-d]pyrimidin-4-yl)amino)-N-(1-methyl-1H-pyrazol-3-yl)-3-azaspiro[5.5]undecan-3-carboxamid